C[Si](C)(C)C#CC1=CN=C(N=N1)N 6-((trimethylsilyl)ethynyl)-1,2,4-triazin-3-amine